BrC1=CC=C(C=N1)N1[C@H](CN(CC1)C)C (S)-1-(6-bromopyridin-3-yl)-2,4-dimethylpiperazine